2-(1-(4-(4-Carboxyphenyl)-1H-pyrazol-1-yl)-2-((1S*,2R*)-2-(piperidine-1-carbonyl)cyclopropyl)ethyl)-5-(5-chloro-2-(1H-tetrazol-1-yl)phenyl)pyridine 1-oxide C(=O)(O)C1=CC=C(C=C1)C=1C=NN(C1)C(C[C@H]1[C@@H](C1)C(=O)N1CCCCC1)C1=[N+](C=C(C=C1)C1=C(C=CC(=C1)Cl)N1N=NN=C1)[O-] |o1:16,17|